(R)-N-(4-cyclobutyl-3-((3,3-difluorocyclobutyl)methyl)-1-methyl-1H-pyrazol-5-yl)-2,3-dimethylbutanamide C1(CCC1)C=1C(=NN(C1NC([C@@H](C(C)C)C)=O)C)CC1CC(C1)(F)F